ditert-butylammonium C(C)(C)(C)[NH2+]C(C)(C)C